4-(2-(pent-3-yn-1-yloxy)-6-(3-(m-tolyl)-1H-pyrazol-1-yl)pyrimidin-4-yl)morpholine C(CC#CC)OC1=NC(=CC(=N1)N1CCOCC1)N1N=C(C=C1)C=1C=C(C=CC1)C